C(C)C(CN1C(=C(C(C=C1)=O)OC1OCCCC1)CC)CCCC N-(2-ethylhexyl)-2-ethyl-3-tetrahydropyranyloxypyridin-4-one